FC1=C(C(=C(C(=C1[B-](C1=C(C(=C(C(=C1F)F)F)F)F)(C1=C(C(=C(C(=C1F)F)F)F)F)C1=C(C(=C(C(=C1F)F)F)F)F)F)F)F)F.C(CC)N(CCC)CCC tripropylamine tetrakis(pentafluorophenyl)borate